FC=1C=C(C=CC1F)N1C(CCCC12CCN(CC2)C=2C(NN=C(C2)N2N=CC(=C2)C(F)(F)F)=O)=O 1-(3,4-difluorophenyl)-9-(3-oxo-6-(4-(trifluoromethyl)-1H-pyrazol-1-yl)-2,3-dihydropyridazin-4-yl)-1,9-diazaspiro[5.5]undecane-2-one